3-fluoro-4-nitropyridine N-oxide FC=1C=[N+](C=CC1[N+](=O)[O-])[O-]